FC(C(=O)O)(F)F.C1CC12NCC[C@@H](C2)N2C=CC1=C2N=NC(=C1)C1=C(C=C(C=C1)N1N=NC=C1)O 2-{7-[(7S)-4-azaspiro[2.5]oct-7-yl]-7H-pyrrolo[2,3-c]pyridazin-3-yl}-5-(1H-1,2,3-triazol-1-yl)phenol trifluoroacetate